[CH-]1C=CC=C1.[CH-]1C=CC=C1.C1=C[C-](C=C1)[C-]2C=CC=C2.[Fe+2].[Fe+2] diferrocene